FC(C1=CC=CC(=N1)C(=O)NC1=CC2=CN(N=C2C=C1C(=O)OC)CCC(C)(C)O)F methyl 5-({[6-(difluoromethyl) pyridin-2-yl] carbonyl} amino)-2-(3-hydroxy-3-methylbutyl)-2H-indazole-6-carboxylate